4-({4-carboxy-3',4'-difluoro-[1,1'-biphenyl]-3-yl}carbamoyl)-6-chlorobenzene-1,3-dicarboxylic acid C(=O)(O)C1=C(C=C(C=C1)C1=CC(=C(C=C1)F)F)NC(=O)C1=C(C=C(C(=C1)Cl)C(=O)O)C(=O)O